2-benzylcyclopentyl ((2S)-1-(((2R)-4-(cyclopropylamino)-3-hydroxy-4-oxo-1-((S)-2-oxopyrrolidin-3-yl)butan-2-yl)amino)-4-methyl-1-oxopentan-2-yl)carbamate C1(CC1)NC(C([C@@H](C[C@H]1C(NCC1)=O)NC([C@H](CC(C)C)NC(OC1C(CCC1)CC1=CC=CC=C1)=O)=O)O)=O